7-cyclopropyl-8-(naphthalen-1-ylmethyl)-6-oxo-2-propyl-9-(3-(trifluoromethyl)phenyl)-3,4-dihydro-2H,6H-pyrido[1,2-e][1,2,5]thiadiazine-4-carboxylic acid 1,1-dioxide C1(CC1)C1=C(C(=C2N(C(CN(S2(=O)=O)CCC)C(=O)O)C1=O)C1=CC(=CC=C1)C(F)(F)F)CC1=CC=CC2=CC=CC=C12